FC1=C(C=CC(=C1)F)N1C(C2=CC=C(C=C2C1=O)O)=O 2-(2,4-difluorophenyl)-5-hydroxyisoindoline-1,3-dione